CCCCCCCCCCCCCCCCCCCC(=O)O[C@H](COC(=O)CCCCCC/C=C\C/C=C\C/C=C\CCCCC)COP(=O)(O)OC[C@@H](C(=O)O)N 1-(8Z,11Z,14Z-eicosatrienoyl)-2-eicosanoyl-glycero-3-phosphoserine